(1R,2S)-2-(cyclopentylmethyl)-1-[4-[4-(dimethoxymethyl)-1-piperidyl]phenyl]-4,4-difluoro-tetralin-6-ol C1(CCCC1)C[C@@H]1[C@@H](C2=CC=C(C=C2C(C1)(F)F)O)C1=CC=C(C=C1)N1CCC(CC1)C(OC)OC